O1C(OCC1)CCC1CCOCC1 4-[2-(1,3-dioxolan-2-yl)ethyl]oxane